NC1=C2C=NC(=NC2=CC(=C1F)C1=C(C2=C(OCCN2)N=C1)C)NC1=CC=C(C=C1)NS(=O)(=O)C N-(4-{[5-amino-6-fluoro-7-(8-methyl-2,3-dihydro-1H-pyrido[2,3-b][1,4]oxazin-7-yl)quinazolin-2-yl]amino}phenyl)methane-sulfonamide